1-(4-methylphenyl)-3-butene-1-ol CC1=CC=C(C=C1)C(CC=C)O